C(C1=CC=CC=C1)N(C1=CC=C(C=C1)OC1=CC=C(C=C1)N(CC1=CC=CC=C1)CC1=CC=CC=C1)CC1=CC=CC=C1 di(4-dibenzylaminophenyl)ether